OCCC[C@H]1OCC[C@H]1OC1=C(C=CC(=C1)C)S(=O)(=O)N1[C@@H](CCC1)C(=O)OC(C)(C)C |o1:4,8| tert-Butyl ((2-(((2R*,3R*)-2-(3-hydroxypropyl)tetrahydrofuran-3-yl)oxy)-4-methylphenyl)sulfonyl)-L-prolinate